CC1=CC=CC(=N1)C1=C(N=CN1)C=1C=C2C=C(C=NC2=CC1)C1=CN=C(S1)C(=O)OC1CCNCC1 piperidin-4-yl 5-(6-(5-(6-methylpyridin-2-yl)-1H-imidazol-4-yl)quinolin-3-yl)thiazole-2-carboxylate